3-(2-dihydro-imidazolyl)pyrrole-2-amine compound with quinoline N1=CC=CC2=CC=CC=C12.N1C(NC=C1)C1=C(NC=C1)N